C[C@@H]1C[C@@H](N(CC1)CC(=O)O)C1=CC=CC=C1 2-[(2R,4s)-4-methyl-2-phenyl-1-piperidinyl]acetic acid